N[C@@H](CCOP(O)(=O)C)C(=O)O L-homoalanin-4-yl-(methyl)phosphonic acid